5-[2-(Dimethylamino)ethylamino]-N-(5-fluoropyrimidin-2-yl)-1-methyl-2-oxo-quinoline-3-carboxamide CN(CCNC1=C2C=C(C(N(C2=CC=C1)C)=O)C(=O)NC1=NC=C(C=N1)F)C